tert-Butyl 7-(3-amino-8-chloro-7-fluoro-6-isoquinolyl)-4-[tert-butyl(dimethyl)silyl]oxy-8-methyl-3,4-dihydro-2H-1,5-naphthyridine-1-carboxylate NC=1N=CC2=C(C(=C(C=C2C1)C1=CN=C2C(CCN(C2=C1C)C(=O)OC(C)(C)C)O[Si](C)(C)C(C)(C)C)F)Cl